Acetyl formate C(=O)OC(C)=O